Bis-(3-ethyl-5-methyl-4-maleimidophenyl)methane C(C)C=1C=C(C=C(C1N1C(C=CC1=O)=O)C)CC1=CC(=C(C(=C1)C)N1C(C=CC1=O)=O)CC